2-(2-hydroxyphenyl)-4H-[1,3]-benzoxazin-4-one OC1=C(C=CC=C1)C=1OC2=C(C(N1)=O)C=CC=C2